C1=CC=C2C(=C1)C=CN2O Oxyindole